methyl 2-([1-(2-chlorophenyl)-5-[3-(cyclobutylmethoxy)-phenyl]-1H-pyrazol-3-yl]methoxy)-2-methylpropanoate ClC1=C(C=CC=C1)N1N=C(C=C1C1=CC(=CC=C1)OCC1CCC1)COC(C(=O)OC)(C)C